N-((S)-1-(3-(difluoromethoxy)phenyl)but-3-en-1-yl)-2-methylpropan-2-sulfinamide FC(OC=1C=C(C=CC1)[C@H](CC=C)NS(=O)C(C)(C)C)F